NC1=NC2=C(N1C(CCCCNC(OC(C)(C)C)=O)C)C(=CC=C2)C=2C(NC=CC2)=O tert-butyl (5-(2-amino-7-(2-oxo-1,2-dihydropyridin-3-yl)-1H-benzo[d]imidazol-1-yl)hexyl)carbamate